O1CC[C@H](C2=CC=CC=C12)NC(=O)[C@@H]1C2(C[C@@H]3SCCCC(N31)=O)CCCC2 (4'S,7'S,9a'S)-7'-(((R)-chroman-4-yl)carbamoyl)-5'-oxo-2',3',4',5',9',9a'-hexahydro-7'H-spiro[cyclopentane-1,8'-pyrrolo[2,1-b][1,3]thiazepin]